CN1N=CC=C1C1=CC=C(C=C1)CN [4-(2-methylpyrazol-3-yl)phenyl]methanamine